N-hydroxy-4-((3-(2-(4-methylphenyl)pyridin-4-yl)-1H-pyrazol-1-yl)methyl)benzamide Methyl-5-(6,7-dihydro-5H-pyrimido[4,5-b][1,4]oxazin-2-yl)picolinate COC(C1=NC=C(C=C1)C=1N=CC2=C(OCCN2)N1)=O.ONC(C1=CC=C(C=C1)CN1N=C(C=C1)C1=CC(=NC=C1)C1=CC=C(C=C1)C)=O